ClC1=CC=C(C=C1)C1=C(C=C(C=C1)C1CN(CCC1)CC1CCCC1)C 3-(4'-chloro-2-methyl-[1,1'-biphenyl]-4-yl)-1-(cyclopentylmethyl)piperidine